N,N'-bis(3-aminopropyl) ethylenediamine 2-(4-formylphenyl)-2-oxoethyl acetate C(C)(=O)OCC(=O)C1=CC=C(C=C1)C=O.NCCCNCCNCCCN